2-(2-(2-chloroethoxy)ethoxy)-ethanol ClCCOCCOCCO